7-ethoxy-2-methyl-N-(5-(piperazin-1-yl)pyridin-2-yl)imidazo[1,2-a]pyridine-6-carboxamide hydrochloride Cl.C(C)OC1=CC=2N(C=C1C(=O)NC1=NC=C(C=C1)N1CCNCC1)C=C(N2)C